N-(1-(3-chlorophenyl)-2-hydroxyethyl)-1-(2-((4-fluorophenyl)amino)pyrimidin-4-yl)-4-methyl-1H-pyrrole-3-carboxamide ClC=1C=C(C=CC1)C(CO)NC(=O)C1=CN(C=C1C)C1=NC(=NC=C1)NC1=CC=C(C=C1)F